ClC1=CC(=NC=C1C(=O)O)NC(=O)C1CC12CC2 4-Chloro-6-(spiro[2.2]pentane-1-carboxamido)nicotinic acid